C(C)(C)(C)OC(=O)N1C2=C(OCC1)N=CC(=C2Cl)N2CC=1N=C(N=CC1CC2)NC2=CC(=C(C(=O)O)C=C2)C 4-[(7-{1-[(tert-butoxy)carbonyl]-8-chloro-1H,2H,3H-pyrido[2,3-b][1,4]oxazin-7-yl}-5H,6H,7H,8H-pyrido[3,4-d]pyrimidin-2-yl)amino]-2-methylbenzoic acid